C1(CC1)C1=CC(=CC=2N=C(OC21)I)C(=O)OC methyl 7-cyclopropyl-2-iodobenzo[d]oxazole-5-carboxylate